(R)-N-((4-ethynyl-3-methoxythiophen-2-yl)methyl)-2-(9-(pyridin-2-yl)-6-oxaspiro[4.5]decan-9-yl)ethylamine C(#C)C=1C(=C(SC1)CNCC[C@]1(CCOC2(CCCC2)C1)C1=NC=CC=C1)OC